CC1=C(OC(C(=O)OCC)(C)C)C(=CC(=C1)CCCN1C(N(CC1)C1=CC=C(C=C1)C(F)(F)F)=O)C Ethyl 2-(2,6-dimethyl-4-(3-(2-oxo-3-(4-(trifluoromethyl) phenyl) imidazolin-1-yl) propyl) phenoxy)-2-methylpropionate